ClC=1C=C(C(=NC1)N1C(C(N(C(C1)=O)CC1=CC=C(C=C1)C)C1COC1)=O)F 1-(5-chloro-3-fluoropyridin-2-yl)-4-(4-methylbenzyl)-3-(oxetan-3-yl)piperazine-2,5-dione